6-(1-(tetrahydro-2H-pyran-2-yl)-1H-pyrazol-5-yl)-4-(trifluoromethyl)isoindolin-1-one O1C(CCCC1)N1N=CC=C1C1=CC(=C2CNC(C2=C1)=O)C(F)(F)F